dihydro-1H-1lambda5-phosphol-1-one P1(CCC=C1)=O